CC1=C(C(=CC=C1)C)C1=NC(=NC(=C1)OC1=C(C(=CC=C1)N1CCN(CC1)C)F)NS(=O)(=O)C=1C=NN(C1)C N-[4-(2,6-Dimethylphenyl)-6-[2-fluoro-3-(4-methylpiperazin-1-yl)phenoxy]pyrimidin-2-yl]-1-methyl-pyrazole-4-sulfonamide